pyrimidyl alcohol N1=C(N=CC=C1)O